C(C)S(=O)(=O)NC(=O)[C@H]1N(CC2=CC=C(C(=C2C1)COC1=CC=CC=C1)OC)C=1OC2=C(N1)C=CC(=C2)F (S)-N-(ethylsulfonyl)-2-(6-fluorobenzo[d]oxazol-2-yl)-6-methoxy-5-(phenoxy-methyl)-1,2,3,4-tetrahydroisoquinoline-3-carboxamide